2-(1,2-Dihydroxypropan-2-yl)-N'-((3-methyl-2-(1-methylcyclopropyl)-6,7-dihydro-5H-cyclopenta[b]pyridin-4-yl)carbamoyl)thiazole-5-sulfonimidamide OCC(C)(O)C=1SC(=CN1)S(=O)(N)=NC(NC1=C2C(=NC(=C1C)C1(CC1)C)CCC2)=O